N[C@@H]1C[C@@H](N(C1)C1=NC=C(C(=C1)OC1=C(C=C(C=C1)N1N=CN(C1=O)CC1=C(C=CC=C1F)F)F)Cl)C 2-(4-((2-((2S,4R)-4-amino-2-methylpyrrolidin-1-yl)-5-chloropyridin-4-yl)oxy)-3-fluorophenyl)-4-(2,6-difluorobenzyl)-2,4-dihydro-3H-1,2,4-triazol-3-one